N-((1r,4r)-4-((5-([1,2,4]triazolo[1,5-a]pyridin-7-yl)-4-methoxy-7H-pyrrolo[2,3-d]pyrimidin-2-yl)amino)cyclohexyl)acetamide N=1C=NN2C1C=C(C=C2)C2=CNC=1N=C(N=C(C12)OC)NC1CCC(CC1)NC(C)=O